N-methyl-N-(piperidin-4-yl)-2-[1-(pyridin-2-yl)-1H-pyrazol-4-yl]-1H-imidazole-4-carboxamide CN(C(=O)C=1N=C(NC1)C=1C=NN(C1)C1=NC=CC=C1)C1CCNCC1